C1(=CC=C(C=C1)P)C (p-tolyl)phosphine